3-((7-methoxy-4-((2-methoxy-5-(thiazol-5-yl)phenyl)amino)quinazolin-6-yl)oxy)pyrrolidin COC1=C(C=C2C(=NC=NC2=C1)NC1=C(C=CC(=C1)C1=CN=CS1)OC)OC1CNCC1